BrC1=CC=C(C=C1)[C@@H]1[C@@H]2CN(C[C@H]([C@H](CN2[C@@H]1CN)OC)OC)S(=O)(=O)C1=C(C=CC=C1)[N+](=O)[O-] ((3S,4R,8R,9S,10S)-9-(4-bromophenyl)-3,4-dimethoxy-6-((2-nitrophenyl)sulfonyl)-1,6-diazabicyclo[6.2.0]decan-10-yl)methylamine